C1(CCCC1)NC(CNC1=NS(C2=C(N1)C(=C(C=C2)F)[C@@H](C)C2=C(C=CC=C2)F)(=O)=O)=O (S)-N-cyclopentyl-2-((6-fluoro-5-(1-(2-fluorophenyl)ethyl)-1,1-dioxido-4H-benzo[e][1,2,4]thiadiazin-3-yl)amino)acetamide